rac-tert-butyl (2-(4-((2S,3R,4R)-1-acetyl-4-(((benzyloxy)carbonyl)amino)-2-cyclopropyl-3-methyl-1,2,3,4-tetrahydroquinolin-6-yl)-1H-pyrazol-1-yl)ethyl)(methyl)carbamate C(C)(=O)N1[C@H]([C@@H]([C@H](C2=CC(=CC=C12)C=1C=NN(C1)CCN(C(OC(C)(C)C)=O)C)NC(=O)OCC1=CC=CC=C1)C)C1CC1 |r|